COC(=O)C=1C(=NOC1C1CC1)C1=C(C=CC=C1)OC(F)(F)F.S(=O)(=O)([O-])[O-].[NH4+].[NH4+] Ammonium sulfat Methyl-5-cyclopropyl-3-(2-(trifluoromethoxy)phenyl)isoxazole-4-carboxylate